COC=1C=C(C=C(C1)OC)C1=CC=C(C=C1)N1N=NC(=C1)C=1C=C(C(=O)O)C=CC1 3-(1-(3',5'-Dimethoxy-[1,1-biphenyl]-4-yl)-1H-1,2,3-triazol-4-yl)benzoic acid